C(C1=CC=CC=C1)OC(=O)N1CCC=C(C1)C=1CCC(CN1)C.OC1=C(C=C(C=C1)CCC(C)=O)OC 4-(4-hydroxy-3-methoxyphenyl)butan-2-one benzyl-5-(3-methyl-2,3,4,5-tetrahydropyridin-6-yl)-3,6-dihydro-2H-pyridine-1-carboxylate